3-hydroxy-2,3-dimethylbutan-2-yl hydrogen (1-methyl-1H-benzo[d]imidazol-6-yl)boronate CN1C=NC2=C1C=C(C=C2)B(OC(C)(C(C)(C)O)C)O